BrC1C(C2=CC=C3C(C(C(C4=CC=C(C1=O)C2=C43)=O)Br)=O)=O 2,7-dibromo-1,3,6,8(2H,7H)-pyrenetetraone